C(C(\C=C/CCCCCC)C(=O)O)C(=O)O cis-3-decene-1,2-dicarboxylic acid